CN[C@H](C(=O)O)CCCCC(=O)O (S)-2-(methylamino)heptanedioic acid